1'-(4-chloropyridin-2-yl)-2-(2-ethoxypyridin-3-yl)-7-pyrrolidin-3-ylspiro[6H-1,7-naphthyridine-5,4'-piperidine]-8-one ClC1=CC(=NC=C1)N1CCC2(CC1)C=1C=CC(=NC1C(N(C2)C2CNCC2)=O)C=2C(=NC=CC2)OCC